1-(((ethylthio) carbonyl) oxy) ethylcyclohexanecarboxylate C(C)C1(CCCCC1)C(=O)OOC(=O)SCC